2-[[2-(2-chlorophenyl)-2-hydroxy-acetyl]amino]-4-[2-methoxyethyl-[4-(5,6,7,8-tetrahydro-1,8-naphthyridin-2-yl)butyl]amino]butanoic acid ClC1=C(C=CC=C1)C(C(=O)NC(C(=O)O)CCN(CCCCC1=NC=2NCCCC2C=C1)CCOC)O